2-((4-fluoro-2-methylphenyl)amino)benzoic acid FC1=CC(=C(C=C1)NC1=C(C(=O)O)C=CC=C1)C